C12(CC3CC(CC(C1)C3)C2)CN2N=CC(=C2C)C2=CC=C3C(=CC=NC3=C2C(=O)OC)NC=2N=CSC2C(=O)O 4-((7-(1-(adamantan-1-ylmethyl)-5-methyl-1H-pyrazol-4-yl)-8-(methoxycarbonyl)quinolin-4-yl)amino)thiazole-5-carboxylic acid